(3S,4R)-N-[2-(3-aminoprop-1-yn-1-yl)-3-(2,2,2-trifluoroethyl)-1-benzothiophen-7-yl]-3-fluoro-1-methylpiperidin-4-amine dihydrochloride Cl.Cl.NCC#CC=1SC2=C(C1CC(F)(F)F)C=CC=C2N[C@H]2[C@H](CN(CC2)C)F